C[Si](OC1=C2C3=C(C(OC2=CC(=C1)CCCCC)(C)C)CCC(C3)C)(C)C trimethyl((6,6,9-trimethyl-3-pentyl-7,8,9,10-tetrahydro-6H-benzo[c]chromen-1-yl)oxy)silane